(pentamethylcyclopentadienyl)(1-methylindenyl)zirconium CC1=C(C(=C(C1(C)[Zr]C=1C(C2=CC=CC=C2C1)C)C)C)C